2-fluorophenyl-5-(4-hydroxyphenyl)-6-(4-(6-selenocyanohexanamido) phenyl)-7-oxabicyclo[2.2.1]hept-5-ene-2-sulfonate FC1=C(C=CC=C1)OS(=O)(=O)C1C2C(=C(C(C1)O2)C2=CC=C(C=C2)O)C2=CC=C(C=C2)NC(CCCCC[Se]C#N)=O